BrC1=C(C=C(C=C1)C=CCC#N)C(F)(F)F 4-(4-bromo-3-(trifluoromethyl)phenyl)-3-butenenitrile